1-(2-hydroxy-2-methylpropyl)-7-oxo-4,5,6,7-tetrahydro-1H-pyrazolo[3,4-c]Pyridine-3-carboxylic acid ethyl ester C(C)OC(=O)C1=NN(C=2C(NCCC21)=O)CC(C)(C)O